S1C=NC(=C1)C1=NN=C(S1)N 5-(thiazol-4-yl)-1,3,4-thiadiazol-2-amine